(Z)-N1-(2-(4-(2-(Dodec-6-en-1-yl(dodecyl)amino)ethyl)piperazin-1-yl)ethyl)-N1,N2,N2-tridodecylethane-1,2-diamine C(CCCC\C=C/CCCCC)N(CCN1CCN(CC1)CCN(CCN(CCCCCCCCCCCC)CCCCCCCCCCCC)CCCCCCCCCCCC)CCCCCCCCCCCC